ClC=1C(=NN(C1)C)C(=O)N1CCN(CC1)CCC1=CC=C(C=C1)F (4-Chloro-1-methyl-1H-pyrazol-3-yl)-{4-[2-(4-fluoro-phenyl)-ethyl]-piperazin-1-yl}-methanone